(R,E)-4-((1-((2-((4-(4-morpholino-7H-pyrrolo[2,3-d]pyrimidin-6-yl)phenyl)carbamoyl)pyridin-4-yl)methyl)piperidin-3-yl)amino)but-2-enoic acid O1CCN(CC1)C=1C2=C(N=CN1)NC(=C2)C2=CC=C(C=C2)NC(=O)C2=NC=CC(=C2)CN2C[C@@H](CCC2)NC/C=C/C(=O)O